3-decylether CCC(CCCCCCC)OC(CC)CCCCCCC